CN1N=CC2=CC=CC(=C12)NC(C=C)=O N-(1-methylindazol-7-yl)prop-2-enamide